CN1N=C(C(=C1)NC1=NC=C(C(=N1)C1=CNC2=C(C=CC=C12)NC([C@H](C)N1CCN(CC1)C)=O)C)C (2S)-N-(3-{2-[(1,3-dimethyl-1H-pyrazol-4-yl)amino]-5-methylpyrimidin-4-yl}-1H-indol-7-yl)-2-(4-methylpiperazin-1-yl)propanamide